(3R,3aS,6aR)-hexahydrofuro[2,3-b]furan-3-yl ((2S,3R)-1-(4-((diethoxyphosphoryl)methoxy)phenyl)-3-hydroxy-4-(N-isobutylbenzo[d][1,3]dioxole-5-sulfonamido)butan-2-yl)carbamate C(C)OP(=O)(OCC)COC1=CC=C(C=C1)C[C@@H]([C@@H](CN(S(=O)(=O)C1=CC2=C(OCO2)C=C1)CC(C)C)O)NC(O[C@H]1CO[C@H]2OCC[C@H]21)=O